tetraoctylammonium chloride [Cl-].C(CCCCCCC)[N+](CCCCCCCC)(CCCCCCCC)CCCCCCCC